O[C@H]1[C@@H](OC2=CC=CC(=C2C1=O)OCOC)C1=CC(=C(C=C1)OC)OCOC (trans)-3-hydroxy-2-(4-methoxy-3-(methoxymethoxy)phenyl)-5-(methoxymethoxy)chroman-4-one